(M)-7-Amino-8-(3-methyl-1H-indazol-4-yl)quinoxaline-6-carboxamide NC1=C(C=C2N=CC=NC2=C1C1=C2C(=NNC2=CC=C1)C)C(=O)N